C(C=C)(=O)N(CCCCN(CC=C)C(C=C)=O)CC=C N,N'-bisacrylyl-N,N'-bisallyl-1,4-butanediamine